5'-(3,5-difluorophenyl)-3'-oxo-6',7'-dihydro-3'h,5'h-spiro[piperidine-4,2'-pyrrolo[1,2-a]imidazole]-1-carboxylic acid tert-butyl ester C(C)(C)(C)OC(=O)N1CCC2(N=C3N(C2=O)C(CC3)C3=CC(=CC(=C3)F)F)CC1